OC1=C(C=C(C=C1)\C=C\C(=O)C1=C(C=C(C=C1OC)OC)OC)OC 4-Hydroxy-2',3,4',6'-tetramethoxychalcone